NC1=NN2C(C=C(C=C2)C=2C=C(C(=NC2)C)C(=O)NCC[C@@H](O)C2=CC=C(C=C2)Cl)=N1 5-{2-amino-[1,2,4]triazolo[1,5-a]pyridin-7-yl}-N-[(3R)-3-(4-chlorophenyl)-3-hydroxypropyl]-2-methylpyridine-3-carboxamide